C(C1=CC=CC=C1)OC[C@@H]1COCCCN1 (S)-3-((benzyloxy)methyl)-1,4-oxazepan